BrC1=CC=C(C=C1)C1=NN(C(C=C1)=O)CC(=O)NC1CCCC1 2-(3-(4-bromophenyl)-6-oxopyridazin-1(6H)-yl)-N-cyclopentylacetamide